(S)-5-((E)-2-((1R,2S,5R)-2-hydroxy-5-((2Z,5Z,8Z)-undeca-2,5,8-trien-1-yl)cyclopentyl)vinyl)dihydrofuran-2(3H)-one O[C@@H]1[C@H]([C@H](CC1)C\C=C/C\C=C/C\C=C/CC)/C=C/[C@@H]1CCC(O1)=O